4-(2-chlorophenyl)piperazin ClC1=C(C=CC=C1)N1CCNCC1